ClC=1C=C(\C=N\C2=CC=C(C(=O)O)C=C2)C=C(C1OC(\C=C\C1=CC=C(C=C1)OC)=O)OC 4-((E)-((E)-3-chloro-5-methoxy-4-((E)-3-(4-methoxyphenyl)acryloyloxy)benzylidene)amino)benzoic acid